C[C@H]1CCC2=C(CC[C@H](C[C@@H]12)C(=C)C)COO The molecule is a guaiane sesquiterpenoid that is guaia-1(10),11-diene substituted by a alpha-hydroperoxy group at position 15. Isolated from Pogostemon cablin, it exhibits trypanocidal activity. It has a role as a metabolite and a trypanocidal drug.